3-[[3,5-difluoro-4-(trifluoromethyl)phenoxy]-difluoro-methyl]-4,6-difluoro-7-propyl-dibenzothiophene FC=1C=C(OC(C=2C=CC3=C(SC4=C3C=CC(=C4F)CCC)C2F)(F)F)C=C(C1C(F)(F)F)F